C1(CC1)C([C@@H](C(=O)NC1=C(C=C(C=C1)[C@@H](C(=O)NC1CNCC1(F)F)C)F)NC(=O)C1=CC=NN1C(C)C)C1CC1 N-((2S)-1,1-dicyclopropyl-3-((4-((2S)-1-((4,4-difluoropyrrolidin-3-yl)amino)-1-oxopropan-2-yl)-2-fluorophenyl)amino)-3-oxopropan-2-yl)-1-isopropyl-1H-pyrazole-5-carboxamide